(1,3-dimethyl-azetidin-3-yl)-(4-isopropyl-phenyl)-(2-methoxy-pyrimidin-5-yl)-methanol CN1CC(C1)(C)C(O)(C=1C=NC(=NC1)OC)C1=CC=C(C=C1)C(C)C